C1(CC1)[C@@H]1C[C@H](N(C1)C(=O)N[C@@H](C)\C=C\S(=O)(=O)C)C1=CC=CC=C1 (2S,4S)-4-cyclopropyl-N-((S,E)-4-(methylsulfonyl)but-3-en-2-yl)-2-phenylpyrrolidine-1-carboxamide